2,6-naphthalenedicarboxylic acid dimethyl ester COC(=O)C1=CC2=CC=C(C=C2C=C1)C(=O)OC